C(C)N(C(C(C1=CC=C(C=C1)C)=O)=O)CC N,N-diethyl-2-oxo-2-p-tolylacetamide